4-bromo-2-(methoxymethoxy)aniline BrC1=CC(=C(N)C=C1)OCOC